3-(Triethoxysilyl)-propylazid C(C)O[Si](CCCN=[N+]=[N-])(OCC)OCC